5-(2-(9H-[3,9'-Bicarbazol]-9-yl)phenyl)-7-iodo-5H-benzo[d]benzo[4,5]imidazo[1,2-a]imidazole C1=CC(=CC=2C3=CC=CC=C3N(C12)C1=C(C=CC=C1)N1C=2N(C3=C1C=CC=C3)C3=C(N2)C(=CC=C3)I)N3C2=CC=CC=C2C=2C=CC=CC32